2-(piperidin-4-yl)ethylcarbamate N1CCC(CC1)CCNC([O-])=O